(R)-2-((4-fluorophenyl)amino)-2-oxo-1-phenylethyl 2-amino-5-(1-(piperidin-4-yl)-1H-pyrazol-4-yl)nicotinate hydrochloride Cl.NC1=C(C(=O)O[C@@H](C(=O)NC2=CC=C(C=C2)F)C2=CC=CC=C2)C=C(C=N1)C=1C=NN(C1)C1CCNCC1